N1[C@@H](CCCC1)C(=O)O L(-)-Pipecolic Acid